tert-butyl 8-(5-(methoxy(methyl)carbamoyl)pyrimidin-2-yl)-3,8-diazabicyclo[3.2.1]octane-3-carboxylate CON(C(=O)C=1C=NC(=NC1)N1C2CN(CC1CC2)C(=O)OC(C)(C)C)C